4-(5-(4-(dimethylamino)phenyl)Azol-2-yl)benzoic acid CN(C1=CC=C(C=C1)C1=CC=C(N1)C1=CC=C(C(=O)O)C=C1)C